(S)-N-(Benzo[d]thiazol-5-ylmethyl)-N-((3R,6s)-1,1-difluorospiro[2.5]octan-6-yl)-1-tosylpyrrolidine-2-carboxamide S1C=NC2=C1C=CC(=C2)CN(C(=O)[C@H]2N(CCC2)S(=O)(=O)C2=CC=C(C)C=C2)C2CCC1(CC1(F)F)CC2